5-(benzyloxy)-2-(4-(dimethoxymethyl)piperidin-1-yl)-4-methylpyrimidine C(C1=CC=CC=C1)OC=1C(=NC(=NC1)N1CCC(CC1)C(OC)OC)C